FC1=CC2=C(N(C=N2)C2=CC=C(C(=N2)N2N=C(C=C2C)C#N)[C@@H]2OC[C@@H](C2)F)C=C1NC=1N=NC=CC1 1-[6-[5-fluoro-6-(pyridazin-3-ylamino)benzimidazol-1-yl]-3-[(2R,4R)-4-fluorotetrahydrofuran-2-yl]-2-pyridyl]-5-methyl-pyrazole-3-carbonitrile